ClC1=C2C(=C(C=NC2=CC=N1)NC(=O)NC=1C=NC(=C(C1)Cl)N1N=CC=N1)C(C)OC N-(5-chloro-4-(1-methoxyethyl)-1,6-naphthyridin-3-yl)-N'-(5-chloro-6-(2H-1,2,3-triazol-2-yl)pyridin-3-yl)urea